OP(O)OP(O)O.C(C)(C)(C)C1=C(C(=CC(=C1)C(C)(C)C)C)C(O)(C(CO)(CO)CO)C1=C(C=C(C=C1C)C(C)(C)C)C(C)(C)C Bis(2,4-di-tert-butyl-6-methylphenyl)pentaerythritol diphosphit